ClC1=CC=C(C=N1)NC1=NC=CC2=CC(=CC=C12)C1=CC=NN1C N-(6-chloropyridin-3-yl)-6-(1-methyl-1H-pyrazol-5-yl)isoquinolin-1-amine